N1=CC=C(C2=CC=CC=C12)CC(=O)O 4-quinolineacetic acid